The molecule is an organic phosphonate that is adenosine having a [(3S)-3-amino-4-carboxy-2-oxobutyl](hydroxy)phosphoryl group attached at position 5'. It has a role as a metabolite. It is an organic phosphonate, a L-aspartic acid derivative and a beta-amino acid. It derives from an adenosine. C1=NC(=C2C(=N1)N(C=N2)[C@H]3[C@@H]([C@@H]([C@H](O3)COP(=O)(CC(=O)[C@H](CC(=O)O)N)O)O)O)N